Dimethyl-hydroxyl-ethyl-lauryl-ammonium chloride [Cl-].CC(CCCCCCCCCCC[NH+](CC)O)C